(di-iso-propylamino)trichlorosilane C(C)(C)N(C(C)C)[Si](Cl)(Cl)Cl